2-(6-{5-Chloro-2-[(oxan-4-yl)amino]pyrimidin-4-yl}-1-oxo-2,3-dihydro-1H-isoindol-2-yl)-N-[(1R)-1-(6-methylpyridin-2-yl)ethyl]acetamid ClC=1C(=NC(=NC1)NC1CCOCC1)C1=CC=C2CN(C(C2=C1)=O)CC(=O)N[C@H](C)C1=NC(=CC=C1)C